tert-butyl (S)-8-(((4-bromothiophen-2-yl)methyl)carbamoyl)-1,4-dioxa-7-azaspiro[4.4]nonane-7-carboxylate BrC=1C=C(SC1)CNC(=O)[C@H]1N(CC2(OCCO2)C1)C(=O)OC(C)(C)C